(S)-1-((oxetan-2-yl)methyl)-2-((4-(6-((7-(trifluoromethyl)quinoline-4-yl)methoxy)pyridin-2-yl)piperidin-1-yl)methyl)-1H-benzo[d]imidazole-6-carboxylate O1[C@@H](CC1)CN1C(=NC2=C1C=C(C=C2)C(=O)[O-])CN2CCC(CC2)C2=NC(=CC=C2)OCC2=CC=NC1=CC(=CC=C21)C(F)(F)F